1-benzyl 7-methyl 3-fluorothieno[3,4-b]pyridine-1,7(2H)-dicarboxylate FC1=CC=2C(N(C1)C(=O)OCC1=CC=CC=C1)=C(SC2)C(=O)OC